C1(CCCCC1)C(=CC=CC(C)=O)C 6-cyclohexylhepta-3,5-dien-2-one